O=C1NC(CCC1N1C(C2=CC=CC(=C2C1=O)NCCI)=O)=O 2-(2,6-Dioxopiperidin-3-yl)-4-((2-iodoethyl)amino)isoindoline-1,3-dione